C(C)OC1=C(C=C(C=C1)OCC)NCC(O)C1=NNC(O1)=S 5-[2-(2,5-diethoxyphenylamino)-1-hydroxyethyl]-1,3,4-oxadiazole-2(3H)-thione